N-[(1S)-1-(3-pyrazin-2-ylpyrazin-2-yl)ethyl]-3,5-bis(trifluoromethyl)benzamide N1=C(C=NC=C1)C=1C(=NC=CN1)[C@H](C)NC(C1=CC(=CC(=C1)C(F)(F)F)C(F)(F)F)=O